(3-(pyridin-3-yl)phenyl)methylamine N1=CC(=CC=C1)C=1C=C(C=CC1)CN